ClC=1C=C(C=CC1F)C(CO)(C)NC1=NC2=C(N1)C=CC=C2CNC(=O)NC 1-((2-((2-(3-chloro-4-fluorophenyl)-1-hydroxypropan-2-yl)amino)-1H-benzo[d]imidazol-4-yl)methyl)-3-methylurea